[2-(methacryloyloxy)ethyl]dimethyl-(3-sulfopropyl)acetic acid C(C(=C)C)(=O)OCCCC(C(=O)O)(CCCS(=O)(=O)O)C